2-chloro-1-(4-(2-(3,4-dimethoxyphenyl)-3-isopropyl-1H-indol-5-yl)-3,6-dihydropyridin-1(2H)-yl)ethan-1-one ClCC(=O)N1CCC(=CC1)C=1C=C2C(=C(NC2=CC1)C1=CC(=C(C=C1)OC)OC)C(C)C